C1(=CC=CC=C1)N1C(NNC1=O)=O 4-phenyl-1,2,4-triazolidine-3,5-dione